CC1C(NC=2C=NNC2C=2C=CN=C(CCCC1)C2)=O 9-methyl-3,4,7,15-tetraazatricyclo[12.3.1.02,6]Octadec-1(18),2(6),4,14,16-pentaen-8-one